P(O)(=O)(OP(=O)(O)OP(=O)(O)O)OC[C@@H]1[C@H](C[C@@H](O1)N1C=NC=2C(=O)NC(N)=NC12)N 3'-amino-2',3'-dideoxyguanosine 5'-triphosphate